N[C@@H](CS)C=O cysteineAl